(R)-(3-(3-(4-fluoro-1H-indazol-7-yl)-1,2,4-oxadiazol-5-yl)-3-methylpiperidin-1-yl)(6-fluoropyridin-3-yl)methanone FC1=C2C=NNC2=C(C=C1)C1=NOC(=N1)[C@]1(CN(CCC1)C(=O)C=1C=NC(=CC1)F)C